CC=1OC2=C(C1C(=O)N)C=C(C=C2)OCC2=C(N=CS2)C 2-methyl-5-((4-methylthiazol-5-yl)-methoxy)benzofuran-3-carboxamide